C1(=CC=C(C=C1)CN1[C@@H](CN(CC1)C1=C(C(N(C=2C=CC(=NC12)C#N)C)=O)C#N)C)C1=CC=CC=C1 8-[(3R)-4-({[1,1'-biphenyl]-4-yl}methyl)-3-methylpiperazin-1-yl]-5-methyl-6-oxo-5,6-dihydro-1,5-naphthyridine-2,7-dicarbonitrile